1-(6-chloro-5-cyano-4-ethyl-3-methylpyridin-2-yl)piperidin-4-ylcarbamic acid tert-butyl ester C(C)(C)(C)OC(NC1CCN(CC1)C1=NC(=C(C(=C1C)CC)C#N)Cl)=O